butyl-hydroxyanethole C(CCC)C=1C(=C(C=CC1C=CC)OC)O